O=C1C=C(N=CN1CC1CCN(CC12CCCC2)C(=O)OCCCC)C2=CC=CC=C2 Butyl 10-((6-oxo-4-phenylpyrimidin-1(6H)-yl)methyl)-7-azaspiro[4.5]decane-7-carboxylate